C(CCCCCCC\C=C/CCCCCCCC)NCCCN(C)C oleyl-dimethylaminopropylamine